(cis)-3-(5-bromo-7-fluoro-2-methyl-1H-1,3-benzimidazol-1-yl)-1-methylcyclobutanol BrC1=CC2=C(N(C(=N2)C)C2CC(C2)(O)C)C(=C1)F